C(C)C1(CCC(CC1)NC1=NN2C(C(=N1)OC(F)(F)F)=C(C=C2)C=2C=NC=1N(C2)C=CN1)O (1s,4s)-1-ethyl-4-((5-(imidazo[1,2-a]pyrimidin-6-yl)-4-(trifluoromethoxy)pyrrolo[2,1-f][1,2,4]triazin-2-yl)amino)cyclohexan-1-ol